NC1=NC=2C=C(C(=CC2C2=C1COC2)C(=O)N2[C@@H](CC[C@H](C2)C)C2=CC1=C(N=C(S1)C)C=C2)F (4-Amino-7-fluoro-1,3-dihydrofuro[3,4-c]quinolin-8-yl)((2s,5r)-5-methyl-2-(2-methylbenzo[d]thiazol-6-yl)piperidin-1-yl)methanone